FC1=C(C=CC=C1)[C@@H]1CCC=2N1N=C(N2)C(=O)N[C@@H]2C(N(C=1N(CC2)N=CC1)C)=O (S)-5-(2-fluorophenyl)-N-((S)-4-methyl-5-oxo-5,6,7,8-tetrahydro-4H-pyrazolo[1,5-a][1,3]diazepin-6-yl)-6,7-dihydro-5H-pyrrolo[1,2-b][1,2,4]triazole-2-carboxamide